C1(CC1)C=1N(N=C2C=CC(=CC12)C1=NC(=NC=C1F)NC1=NC=C(C=C1)CN1CCN(CC1)CC)CC 4-(3-cyclopropyl-2-ethyl-2H-indazol-5-yl)-N-(5-((4-ethylpiperazin-1-yl)methyl)pyridin-2-yl)-5-fluoropyrimidin-2-amine